1-(1-(tert-butoxycarbonyl)piperidin-4-yl)-3-formyl-5-methyl-2-oxo-1,2-dihydropyridine-4-carboxylic acid C(C)(C)(C)OC(=O)N1CCC(CC1)N1C(C(=C(C(=C1)C)C(=O)O)C=O)=O